Bis[2-(2-pyridyl)phenyl]iridium (1+) N1=C(C=CC=C1)C1=C(C=CC=C1)[Ir+]C1=C(C=CC=C1)C1=NC=CC=C1